racemic-2,2'-bis(diphenylphosphino)-1,1'-binaphthyl C1(=CC=CC=C1)P(C1=C(C2=CC=CC=C2C=C1)C1=C(C=CC2=CC=CC=C12)P(C1=CC=CC=C1)C1=CC=CC=C1)C1=CC=CC=C1